C(C)(C)(C)OOC(C)(CCC(C)(C)OOC(C)(C)C)C 2,5-di(t-butylperoxy)-2,5-dimethyl-hexane